3-bromopropyl nonyl hydrogen phosphate P(=O)(OCCCBr)(OCCCCCCCCC)O